tert-butyl {6-[5-(difluoromethyl)-1,3,4-oxadiazol-2-yl]-1-oxo-1,3-dihydro-2H-isoindol-2-yl}methylcarbamate FC(C1=NN=C(O1)C1=CC=C2CN(C(C2=C1)=O)CNC(OC(C)(C)C)=O)F